C(#N)[C@@H](C[C@@H]1C(NCC1)=O)C(C(=O)N)(CC1CC1)N1C(C2(CC1)N(CCCC2)C)=O ((S)-1-cyano-2-[(3S)-2-oxopyrrolidin-3-yl]ethyl)-3-cyclopropyl-2-(6-methyl-1-oxo-2,6-diazaspiro[4.5]decan-2-yl)propanamide